CC1=NOC(=C1CCNC1CCC=2C=C(C(=C(C2C1)F)N1CC(NS1(=O)=O)=O)O)C 5-(7-{[2-(3,5-dimethyl-1,2-oxazol-4-yl)ethyl]amino}-1-fluoro-3-hydroxy-5,6,7,8-tetrahydronaphthalen-2-yl)-1λ6,2,5-thiadiazolidine-1,1,3-trione